[N+](=O)([O-])C=1C(=NC(=CC1)C1=CC=CC=C1)NC1=CC=C(C=C1)CN1CCC(CC1)NC(OC(C)(C)C)=O tert-Butyl N-[1-[[4-[(3-nitro-6-phenyl-2-pyridyl)amino]phenyl]methyl]-4-piperidyl]carbamate